[N+](=O)([O-])C1=CC=C(N(C)C)C=C1 para-nitro-N,N-dimethylaniline